(2S,5R)-5-(2-fluorophenyl)-1-(3-methoxybenzoyl)pyrrolidine-2-carboxylic acid FC1=C(C=CC=C1)[C@H]1CC[C@H](N1C(C1=CC(=CC=C1)OC)=O)C(=O)O